C(C=C)(=O)N1CC(N(CC1)C=1C2=C(NC(N1)=O)N=C(C(=C2)Cl)C2=C(C=CC=C2)F)C 4-(4-acryloyl-2-methylpiperazin-1-yl)-6-chloro-7-(2-fluorophenyl)-2-oxopyrido[2,3-d]pyrimidin